C(=CC)N1CN(C=C1)CCC 1-propenyl-3-propyl-imidazole